6-(4-(benzyloxy)-2-ethyl-5-fluorophenyl)-3-iodo-1H-indazole C(C1=CC=CC=C1)OC1=CC(=C(C=C1F)C1=CC=C2C(=NNC2=C1)I)CC